isopropyl 4-dodecyloxy-3-methoxybenzoate C(CCCCCCCCCCC)OC1=C(C=C(C(=O)OC(C)C)C=C1)OC